2-hydroxymethyl-5-furanacrylic acid OCC=1OC(=CC1)C=CC(=O)O